4,5,6-trichloro-1,2,3-triazine ClC1=NN=NC(=C1Cl)Cl